5-(1H-pyrazol-4-yl)-6-(quinolin-7-yl)picolinonitrile N1N=CC(=C1)C=1C=CC(=NC1C1=CC=C2C=CC=NC2=C1)C#N